N1(N=CN=C1)CCN1C2=C(C3=CC=C(C=C13)OC)C=CN=C2C(F)(F)F 9-(2-(1H-1,2,4-triazol-1-yl)ethyl)-7-methoxy-1-(trifluoromethyl)-9H-pyrido[3,4-b]indole